O(C1=CC=CC=C1)C1=CC=C(C=C1)C1=NN(C=2N=CC=C(C21)N)C2CCN(CC2)C2CNCC2 3-(4-phenoxyphenyl)-1-(1-pyrrolidin-3-yl-4-piperidinyl)pyrazolo[3,4-b]pyridin-4-amine